[Si](C1=CC=CC=C1)(C1=CC=CC=C1)(C(C)(C)C)OCCOC1=CC=C(C=C1)N1CCCC1 1-(4-(2-((tert-butyldiphenylsilyl)oxy)ethoxy)phenyl)pyrrolidin